2-(4-hydroxybenzyl)-5-methoxyisoindolin-1-one OC1=CC=C(CN2C(C3=CC=C(C=C3C2)OC)=O)C=C1